3-benzyl-6-butyl-6H-imidazo[1',2':1,6]pyrido[3,4-b]indole C(C1=CC=CC=C1)C1=CN=C2C=C3C(N(C=4C=CC=CC34)CCCC)=CN21